Hydroxyethyl-Ethylendiamin OCCNCCN